Methyl-bis(2-hydroxypropyl)amin CN(CC(C)O)CC(C)O